(1R,3S)-3-(3-((4-((2-formyl-3-hydroxyphenoxy)methyl)pyridin-2-yl)amino)-1H-pyrazol-5-yl)cyclopentyl isopropylcarbamate C(C)(C)NC(O[C@H]1C[C@H](CC1)C1=CC(=NN1)NC1=NC=CC(=C1)COC1=C(C(=CC=C1)O)C=O)=O